praseodymium-neodymium water O.[Nd].[Pr]